n-propanethiol C(CC)S